[4-[6-chloro-3-[1-(3,6-dimethyl-2-morpholino-4-oxo-chromen-8-yl)ethylamino]-2-pyridyl]-2-formyl-phenyl] trifluoromethanesulfonate FC(S(=O)(=O)OC1=C(C=C(C=C1)C1=NC(=CC=C1NC(C)C=1C=C(C=C2C(C(=C(OC12)N1CCOCC1)C)=O)C)Cl)C=O)(F)F